7-Propyl-3,5-dihydro-4H-pyrrolo[3,2-d]pyrimidin-4-one C(CC)C1=CNC2=C1N=CNC2=O